FC(CN1C(C2=C(CC1)NC(=N2)C2=C(C=CC(=C2)OC=2C(=C1C=CNC1=CC2F)S(=O)(=O)C)F)C=2C(=C(C=CC2)CCC(=O)O)F)F 3-[3-[5-(2,2-difluoroethyl)-2-[2-fluoro-5-[(6-fluoro-4-methylsulfonyl-1H-indol-5-yl)oxy]phenyl]-1,4,6,7-tetrahydroimidazo[4,5-c]pyridin-4-yl]-2-fluoro-phenyl]propanoic acid